N-[2-(difluoromethoxy)-3,5-difluorophenyl]-4-hydroxy-2-oxo-1,2,5,6-tetrahydropyridine-3-carbothioamide FC(OC1=C(C=C(C=C1F)F)NC(=S)C=1C(NCCC1O)=O)F